methyl 5-methoxy-6-methyl-pyrimidine-4-carboxylate COC=1C(=NC=NC1C)C(=O)OC